[Br-].C[N+](CC(COCCCCCCCC\C=C/CCCCCCCC)OCCCCCCCC\C=C/CCCCCCCC)(CCCCCO)C dimethyl-5-hydroxypentyl-2,3-dioleyloxypropyl-ammonium bromide